C(CCCCCCC)OC(CC/C=C/C=C)OCCCCCCCC (3E)-7,7-dioctyloxy-1,3-heptadiene